C(#N)[C@H](C[C@@H]1C(NCCC1)=O)NC(=O)[C@@H]1N(C[C@@H]2[C@H]1CC(C2)(F)F)C(=O)C=2NC1=C(C(=CC(=C1C2)F)Cl)F (1R,3aS,6aR)-N-((S)-1-cyano-2-((R)-2-oxopiperidin-3-yl)ethyl)-2-(4,7-difluoro-6-chloro-1H-indole-2-carbonyl)-5,5-difluorooctahydrocyclopenta[c]pyrrole-1-carboxamide